tert-butyl-4-{[(3s,5s)-5-fluoropiperidin-3-yl]amino}-6-(3-methyl-1,2-thiazol-5-yl)pyrido[3,2-d]pyrimidine-8-carboxamide C(C)(C)(C)C=1N=C(C2=C(N1)C(=CC(=N2)C2=CC(=NS2)C)C(=O)N)N[C@@H]2CNC[C@H](C2)F